4-(4-(trifluoromethyl)phenyl)-1,2,3,6-tetrahydropyridine FC(C1=CC=C(C=C1)C=1CCNCC1)(F)F